C(C=C)OC1=CC=C(C=C1)C1=CC=C(C=C1)OCC=C 4,4'-bis(2-propen-1-yloxy)-1,1'-biphenyl